C(#N)C1(CC1)NS(=O)(=O)C=1C=C(C2=C(N(C=3N2C=CN3)C=3SC(=NN3)C(F)F)C1)N1CCN(CC1)C(=O)C1CCCC1 N-(1-Cyanocyclopropyl)-5-(4-(cyclopentylcarbonyl)piperazin-1-yl)-9-(5-(difluoromethyl)-1,3,4-thiadiazol-2-yl)-9H-benzo[d]imidazo[1,2-a]imidazole-7-sulfonamide